C(CCCCCCCC=C)C1(NSC=C1)N 3-(dec-9-en-1-yl)isothiazol-amine